4-(6-(4,7-diazaspiro[2.5]oct-7-yl)pyridin-3-yl)-6-ethoxy-1H-pyrazolo[3',4':3,4]pyrazolo[1,5-a]pyridine hydrochloride Cl.C1CC12NCCN(C2)C2=CC=C(C=N2)C=2C=1N(C=C(C2)OCC)N=C2C1C=NN2